4-((4-amino-6-(4-(aminomethyl)phenyl)-1,3,5-triazin-2-yl)amino)phenol NC1=NC(=NC(=N1)C1=CC=C(C=C1)CN)NC1=CC=C(C=C1)O